acryloyl-4,4-dimethylhexamethyleneimine C(C=C)(=O)N1CCC(CCC1)(C)C